CC[C@@H]1[C@@](/C=C/C(=O)[C@@H](C[C@@H]([C@@H]([C@H](C(=O)O1)C)O[C@H]2[C@@H]([C@H](C[C@H](O2)C)N(C)C)O)C)C)(C)O The molecule is a twelve-membered macrolide antibiotic that is biosynthesised by Streptomyces venezuelae. It has a role as a bacterial metabolite. It is a macrolide antibiotic, a monosaccharide derivative and an enone. It is a conjugate base of a methymycin(1+).